NC1=C(C=C(N=N1)C1=C(C=CC=C1)O)C=1C=NN(C1)[C@H](C)C#CC1CC(C1)OC1CCNCC1 2-(6-amino-5-(1-((R)-4-((1r,3R)-3-(piperidin-4-yloxy)cyclobutyl)but-3-yn-2-yl)-1H-pyrazol-4-yl)pyridazin-3-yl)phenol